2-((9-ethyl-9H-carbazol-3-yl)amino)-1-(piperidin-1-yl)ethan-1-one C(C)N1C2=CC=CC=C2C=2C=C(C=CC12)NCC(=O)N1CCCCC1